CC1=CC=C(C=C1)C1=CC=C(C=C1)C1=CC(=NC=C1)CC1CCCC12CCNCC2 ((4-(4'-methyl-[1,1'-biphenyl]-4-yl)pyridin-2-yl)methyl)-8-aza-spiro[4.5]decane